CCCCCCCCCC(=O)OC[C@@H]1[C@H]([C@@H]([C@H]([C@H](O1)O[C@]2([C@H]([C@@H]([C@H](O2)CO)O)O)CO)O)O)O n-Decanoylsucrose